1,2-dioleoyloxyketo-N,N-dimethyl-3-aminopropane C(CCCCCCC\C=C/CCCCCCCC)(=O)OC(C(CN(C)C)OC(CCCCCCC\C=C/CCCCCCCC)=O)=O